1-(1,1,2,3,3,6-hexamethyl-2H-inden-5-yl)ethanone CC1(C(C(C2=CC(=C(C=C12)C)C(C)=O)(C)C)C)C